(R)-N-(2-Methoxy-5-(4-(trifluoromethyl)phenoxy)phenyl)-5-oxo-1-(1H-pyrazol-4-yl)pyrrolidine-2-carboxamide COC1=C(C=C(C=C1)OC1=CC=C(C=C1)C(F)(F)F)NC(=O)[C@@H]1N(C(CC1)=O)C=1C=NNC1